FC1=C(OC2=C(C=C(C=C2)NS(=O)(=O)CC)C2=CN(C(C3=CN=CC=C23)=O)C)C=CC(=C1)F N-[4-(2,4-difluorophenoxy)-3-(2-methyl-1-oxo-2,7-naphthyridin-4-yl)phenyl]ethanesulfonamide